3-Amino-5-methylthiophene-2-carboxylic acid methyl ester COC(=O)C=1SC(=CC1N)C